N1=C(C=C(C=C1)CO)C1=NC=CC(=C1)CO bipyridyl-4,4'-dimethanol